ClC1=CC=C(C=C1)C(C#N)CC1=CC=CC=C1 2-(4-chlorophenyl)-3-phenylpropanenitrile